C1(CC1)S(=O)(=O)NC1=NC=CC(=N1)CC(=O)NC1=CC=C(C=C1)C1=NC(=CN=C1)OCC 2-(2-(cyclopropanesulfonylamino)pyrimidin-4-yl)-N-(4-(6-ethoxypyrazin-2-yl)phenyl)acetamide